O[C@H](CN1C=NC2=C(C1=O)C(=C(C(N2C)=O)F)NC2=C(C=C(C=C2)I)F)CO (R)-3-(2,3-dihydroxypropyl)-6-fluoro-5-(2-fluoro-4-iodophenylamino)-8-methylpyrido[2,3-d]Pyrimidine-4,7(3H,8H)-dione